1-(3-(((1,3-dihydroxy-2-(hydroxymethyl)propan-2-yl)amino)methyl)azetidin-1-yl)-2-(2-fluoro-4-(3-(1-(5-propylpyrimidin-2-yl)piperidin-4-yl)propoxy)phenyl)ethan-1-one OCC(CO)(CO)NCC1CN(C1)C(CC1=C(C=C(C=C1)OCCCC1CCN(CC1)C1=NC=C(C=N1)CCC)F)=O